tert-butyl (R)-(1-(6-bromo-2-(methylthio)thiazolo[4,5-b]pyridin-5-yl)-2-(3,5-difluorophenyl)ethyl)carbamate BrC=1C=C2C(=NC1[C@@H](CC1=CC(=CC(=C1)F)F)NC(OC(C)(C)C)=O)N=C(S2)SC